3-oxo-4-(4-picolyl)piperazine-1-carboxylic acid benzyl ester C(C1=CC=CC=C1)OC(=O)N1CC(N(CC1)CC1=CC=NC=C1)=O